1H-pyrazolo[4,3-b]Pyridine-7-ol N1N=CC2=NC=CC(=C21)O